tert-butyl (1R,5S)-7-[[3-(2,6-dibenzyloxy-3-pyridyl)-1-methyl-indazol-6-yl]amino]-3-oxa-9-azabicyclo[3.3.1]nonane-9-carboxylate C(C1=CC=CC=C1)OC1=NC(=CC=C1C1=NN(C2=CC(=CC=C12)NC1C[C@H]2COC[C@@H](C1)N2C(=O)OC(C)(C)C)C)OCC2=CC=CC=C2